2-(3-benzoylphenyl)propionitrile C(C1=CC=CC=C1)(=O)C=1C=C(C=CC1)C(C#N)C